5-(2-Methylpyridin-4-yl)-4-(4-(trifluoro-methoxy)phenyl)-1H-imidazol-2-amine CC1=NC=CC(=C1)C1=C(N=C(N1)N)C1=CC=C(C=C1)OC(F)(F)F